C(CC#C)N(C(OC(C)(C)C)=O)C tertbutyl but-3-yn-1-yl(methyl)carbamate